1-[4-(4-chlorophenyl)piperazin-1-yl]-2-{3-[(2R,6S)-2,6-dimethylmorpholine-4-carbonyl]-5,6-dihydrocyclopenta[c]pyrazol-1(4H)-yl}ethan-1-one ClC1=CC=C(C=C1)N1CCN(CC1)C(CN1N=C(C2=C1CCC2)C(=O)N2C[C@H](O[C@H](C2)C)C)=O